FC=1C(=CC2=C(NN=C2C1)C1=NC=NC(=C1)N1CCC(CC1)CN1CCNCC1)OC1(CC1)C 6-fluoro-5-(1-methylcyclopropoxy)-3-[6-[4-(piperazin-1-ylmethyl)-1-piperidinyl]Pyrimidin-4-yl]-2H-indazole